5-(2,6-diazaspiro[3.3]heptan-2-yl)-2-(2,6-dioxo-3-piperidinyl)isoindoline-1,3-dione formate C(=O)O.C1N(CC12CNC2)C=2C=C1C(N(C(C1=CC2)=O)C2C(NC(CC2)=O)=O)=O